NC1=NN(C=C1)C1=CC(=C(C(=O)NC)C=C1)F 4-(3-aminopyrazol-1-yl)-2-fluoro-N-methyl-benzamide